CCCCCCCCCCCCCCCCC(C(=O)SCCNC(=O)CCNC(=O)[C@@H](C(C)(C)COP(=O)([O-])OP(=O)([O-])OC[C@@H]1[C@H]([C@H]([C@@H](O1)N2C=NC3=C(N=CN=C32)N)O)OP(=O)([O-])[O-])O)O The molecule is an acyl-CoA(4-) arising from deprotonation of the phosphate and diphosphate functions of 2-hydroxystearoyl-CoA. It is a conjugate base of a 2-hydroxystearoyl-CoA.